Methylamino-L-alanine CNN[C@@H](C)C(=O)O